C(C)(C)(C)OOC(C)(C)C1=C(C=CC=C1)C(C)(C)OOC(C)(C)C Bis(t-butylperoxyisopropyl)benzene